C(C1=CC=CC=C1)OC1=NC(=CC=C1C1=NN(C2=CC(=CC=C12)N1CCN(CC1)[C@@H]1CC[C@H](CC1)NC(OC(C)(C)C)=O)C)OCC1=CC=CC=C1 trans-tert-butyl (4-(4-(3-(2,6-bis(benzyloxy)pyridin-3-yl)-1-methyl-1H-indazol-6-yl)piperazin-1-yl)cyclohexyl)carbamate